BrC1=NN(C(=C1)C)C1=NC(=CC=C1C(C)=O)N1C=NC2=C1C=CC(=C2)NC=2N=NC(=CC2)C 1-[2-(3-bromo-5-methyl-pyrazol-1-yl)-6-[5-[(6-methylpyridazin-3-yl)amino]benzimidazol-1-yl]-3-pyridyl]ethanone